[Cl-].C(C)N ethylamine chloride salt